[NH+]1=CC(=CC=C1)C β-picolinium